(R)-2-(1-(3-cyano-4-fluorophenyl)-1H-pyrazol-4-yl)-N-(3-cyclopropyl-1H-pyrazol-5-yl)propanamide C(#N)C=1C=C(C=CC1F)N1N=CC(=C1)[C@H](C(=O)NC1=CC(=NN1)C1CC1)C